ClC1=C(C(=CC=C1)C#N)B(O)O 2-CHLORO-6-CYANOPHENYLBORONIC ACID